CN1N=CC=2N=C(N=C(C21)NCC2=CC=C(C=C2)B(O)O)C=2C=NC=CC2 4-([[1-methyl-5-(pyridin-3-yl)pyrazolo[4,3-d]pyrimidin-7-yl]amino]methyl)phenyl-boronic acid